C(C)N1CCC2(C[C@@H]2C(=O)N[C@@H](CCCCCC(CC)=O)C=2NC(=CN2)C=2C=C3C=CC(N(C3=CC2OC)C)=O)CC1 (S)-6-Ethyl-N-((S)-1-(5-(7-methoxy-1-methyl-2-oxo-1,2-dihydrochinolin-6-yl)-1H-imidazol-2-yl)-7-oxononyl)-6-azaspiro[2.5]octan-1-carboxamid